9,10-di(phenethoxy)anthracene C(CC1=CC=CC=C1)OC=1C2=CC=CC=C2C(=C2C=CC=CC12)OCCC1=CC=CC=C1